(2-cyano-2-(2-(3,5-dichloro-4-((1-oxo-2-(4-(trifluoromethoxy)benzyl)-1,2,3,4-tetrahydroisoquinolin-6-yl)oxy)phenyl)hydrazono)acetyl)carbamate C(#N)C(C(=O)NC([O-])=O)=NNC1=CC(=C(C(=C1)Cl)OC=1C=C2CCN(C(C2=CC1)=O)CC1=CC=C(C=C1)OC(F)(F)F)Cl